tert-butyl (2R,4R)-4-[(tert-butyl diphenyl silyl)oxy]-2-(hydroxymethyl)pyrrolidine-1-carboxylate [Si](C1=CC=CC=C1)(C1=CC=CC=C1)(C(C)(C)C)O[C@@H]1C[C@@H](N(C1)C(=O)OC(C)(C)C)CO